2-methyl-2-(4-nitrophenyl)propan-1,3-diol CC(CO)(CO)C1=CC=C(C=C1)[N+](=O)[O-]